(4-(((3-nitroquinolin-4-yl)amino)methyl)benzyl)carbamic acid tert-butyl ester C(C)(C)(C)OC(NCC1=CC=C(C=C1)CNC1=C(C=NC2=CC=CC=C12)[N+](=O)[O-])=O